C(=C)N1C=[N+](C=C1)C=C 1,3-divinylimidazolium